C1(CC1)C1=NC=NC(=C1C=1OC2=C(C=NC=C2CC2=CC=C(C=C2)C=2N(C=C(N2)C(F)(F)F)C)N1)OC 2-(4-cyclopropyl-6-methoxypyrimidin-5-yl)-7-(4-(1-methyl-4-(trifluoromethyl)-1H-imidazol-2-yl)benzyl)oxazolo[4,5-c]pyridine